2-(4-(2,4-difluorophenoxy)piperidin-1-yl-5-(dimethylcarbamoyl)phenyl)-2-methoxynicotinamide FC1=C(OC2CCN(CC2)C2=C(C=C(C=C2)C(N(C)C)=O)C2(C(C(=O)N)C=CC=N2)OC)C=CC(=C1)F